Boc-propargyl-amine C(=O)(OC(C)(C)C)NCC#C